[7,8-dichloro-6-(2,6-difluorophenyl)-4-methyl-4H-[1,2,4]triazolo[1,5-a][1,4]benzodiazepin-2-yl]methanol ClC1=C(C=CC2=C1C(=NC(C=1N2N=C(N1)CO)C)C1=C(C=CC=C1F)F)Cl